amino-4-bromo-3-fluoro-5-(trifluoromethyl)benzoic acid methyl ester COC(C1=C(C(=C(C(=C1)C(F)(F)F)Br)F)N)=O